racemic-4-((3R,4S)-4-((5,7-dimethyl-1H-indol-4-yl)methyl)-1-methylpyrrolidin-3-yl)benzoic acid CC=1C(=C2C=CNC2=C(C1)C)C[C@H]1[C@@H](CN(C1)C)C1=CC=C(C(=O)O)C=C1 |r|